OC1=C(C(/C=C/C2=CC=C(C=C2)OC)=O)C(=CC=C1)O 2',6'-Dihydroxy-4-methoxychalcone